CC1=C(C(=C(C=C1)C(=O)OP(=O)(O)OC[C@@H]2[C@H]([C@H]([C@@H](O2)N3C=NC4=C(N=CN=C43)N)O)O)N)O The molecule is an acyclic mixed acid anhydride that results from the formal condensation of the phosphoryl group of AMP with the carboxyl group of 2-amino-3-hydroxy-4-methylbenzoic acid. It has a role as a bacterial metabolite. It is an acyclic mixed acid anhydride and a purine ribonucleoside 5'-monophosphate. It derives from an adenosine 5'-monophosphate and a 3-hydroxy-4-methylanthranilic acid. It is a conjugate acid of a 2-amino-3-hydroxy-4-methylbenzoyl-AMP(1-).